4-(4-cyano-2-(pyridin-2-ylamino)phenyl)piperazine-1-carboxylic acid tert-butyl ester C(C)(C)(C)OC(=O)N1CCN(CC1)C1=C(C=C(C=C1)C#N)NC1=NC=CC=C1